5-fluoro-2-[(4-methylbenzyl)oxy]Pyrimidin-4-amine FC=1C(=NC(=NC1)OCC1=CC=C(C=C1)C)N